6,7-dihydro-5H-cyclopenta[b]pyridin-6-amine N1=C2C(=CC=C1)CC(C2)N